4-nitrophenyl N-{[2-(difluoromethoxy)pyridin-4-yl]methyl}carbamate FC(OC1=NC=CC(=C1)CNC(OC1=CC=C(C=C1)[N+](=O)[O-])=O)F